2-({[2-(2-methylbiphenyl-3-yl)furo[2,3-b]pyridin-5-yl]methyl}amino)ethanol CC1=C(C=CC=C1C1=CC=2C(=NC=C(C2)CNCCO)O1)C1=CC=CC=C1